N1(N=CC=C1)CC1=C(C=C(C(=O)NS(=O)(=O)C2=C(C=CC=C2)OC2CC2)C=C1)OC 4-((1H-pyrazol-1-yl)methyl)-N-((2-cyclopropoxyphenyl)sulfonyl)-3-methoxybenzamide